N-methyl-N-(1-((R)-1-tritylazepine-2-carbonyl)piperidine-4-carbonyl)-L-valine methyl ester COC([C@@H](N(C(=O)C1CCN(CC1)C(=O)C=1N(C=CC=CC1)C(C1=CC=CC=C1)(C1=CC=CC=C1)C1=CC=CC=C1)C)C(C)C)=O